[3-hydroxy-1-[(4-morpholinophenyl)methyl]-2-oxo-indolin-3-yl]benzenesulfonamide OC1(C(N(C2=CC=CC=C12)CC1=CC=C(C=C1)N1CCOCC1)=O)C1=C(C=CC=C1)S(=O)(=O)N